CC1=CN=C2C(=N1)N(C(C(=C2)N2CCN(CC2)C(=O)OC(C)(C)C)=O)CC2=NC=CN=C2C(F)(F)F tert-butyl 4-(3-methyl-6-oxo-5-((3-(trifluoromethyl)pyrazin-2-yl)methyl)-5,6-dihydropyrido[2,3-b]pyrazin-7-yl)piperazine-1-carboxylate